(2'-nitro-[1,1'-biphenyl]-3-yl)triphenylsilane tert-Butyl-(1R,3R,4R,5S)-5-(difluoromethoxy)-3-formyl-2-azabicyclo[2.2.1]heptane-2-carboxylate C(C)(C)(C)OC(=O)N1[C@H]2C[C@@H]([C@@H]([C@@H]1C=O)C2)OC(F)F.[N+](=O)([O-])C2=C(C=CC=C2)C2=CC(=CC=C2)[Si](C2=CC=CC=C2)(C2=CC=CC=C2)C2=CC=CC=C2